C(C)C(C=O)=CC(CCCC)CC 2,4-diethyl-octenal